(3aR,4S,6R,6aS)-2,2-dimethyl-6-(4-methyl-7H-pyrrolo[2,3-d]pyrimidin-7-yl)tetrahydro-4H-cyclopenta[d][1,3]dioxole-4-carbaldehyde CC1(O[C@H]2[C@@H](O1)[C@@H](C[C@@H]2C=O)N2C=CC1=C2N=CN=C1C)C